6-(1-(1-(4-Bromophenyl)ethyl)-1H-indazole-7-carboxamido)spiro[3.3]heptane-2-carboxylic acid BrC1=CC=C(C=C1)C(C)N1N=CC2=CC=CC(=C12)C(=O)NC1CC2(CC(C2)C(=O)O)C1